3,4-dihydronaphthalene-2,2(1H)dicarboxylate C1C(CCC2=CC=CC=C12)(C(=O)[O-])C(=O)[O-]